CC1(OCC(CO1)(C(=O)OCCSC12C(C(N(C1=O)CCC)=O)C1C2(C(N(C1=O)CCC)=O)SCCOC(=O)C1(COC(OC1)(C)C)C)C)C ((1,3,4,6-tetraoxo-2,5-dipropyloctahydrocyclobuta[1,2-c:3,4-c']dipyrrole-3a,3b-diyl)bis(sulfanediyl))bis(ethane-2,1-diyl) bis(2,2,5-trimethyl-1,3-dioxane-5-carboxylate)